C(C)(=O)O[C@H](CCC)C1=CC=CC=C1 (R)-(+)-1-phenyl-1-butanol acetate